NCCCNC(=O)[C@@H]1CC[C@H](CC1)C(F)(F)C1=CC(=NC(=C1)N1CCN(CC1)S(=O)(=O)C1=CC=C(C=C1)N1C(CC(C1)N1CCNCC1)=O)Cl Trans-N-(3-aminopropyl)-4-[[2-chloro-6-[4-[4-(2-oxo-4-piperazin-1-yl-pyrrolidin-1-yl)phenyl]sulfonylpiperazin-1-yl]-4-pyridyl]-difluoro-methyl]cyclohexanecarboxamide